1-[(2,3-dichlorophenyl)methyl]-1,2,4-triazole-3-carboxylic acid ClC1=C(C=CC=C1Cl)CN1N=C(N=C1)C(=O)O